methyl 3-(6-chloro-2-(1H-indazol-6-yl)-5-(methylcarbamoyl)-1H-benzo[d]imidazol-1-yl)-4,4-dimethylvalerate ClC=1C(=CC2=C(N(C(=N2)C2=CC=C3C=NNC3=C2)C(CC(=O)OC)C(C)(C)C)C1)C(NC)=O